4-amino-1-((2R,4S,5R)-4-hydroxy-5-(hydroxymethyl)-5-((methylthio)methyl)tetrahydrofuran-2-yl)pyrimidin-2(1H)-one NC1=NC(N(C=C1)[C@@H]1O[C@]([C@H](C1)O)(CSC)CO)=O